[Fe+2].OC=1[C@H](OC(C1O)=O)[C@H](CO)O Vitamin C iron (II) salt